ClC=1C=C(CN2CCC(CC2)NC(OC(C)(C)C)=O)C=CC1OCC tert-butyl (1-(3-chloro-4-ethoxybenzyl)piperidin-4-yl)carbamate